C(C1=CC=CC=C1)OC1=CC=C2C(C(OCC2=C1)C1CCCCC1)(O)C1=CC=C(C=C1)N1CCC(CC1)C(OC)OC 7-(benzyloxy)-3-cyclohexyl-4-(4-(4-(dimethoxymethyl)piperidin-1-yl)phenyl)isochroman-4-ol